B=1OC=CC1 Boroxole